(4R)-4-benzyl-3-(cyclopropylacetyl)-1,3-oxazolidin-2-one C(C1=CC=CC=C1)[C@H]1N(C(OC1)=O)C(CC1CC1)=O